C(C)N(C\C=C/C1=C(C=CC(=C1)F)S(=O)(=O)NC1=C(C2=C([C@H]3[C@@H](CO2)C3(F)F)C=C1)C(=O)O)CC (1aS,7bR)-5-[2-((Z)-3-diethylaminoprop-1-enyl)-4-fluorobenzene-sulfonylamino]-1,1-difluoro-1,1a,2,7b-tetrahydrocyclopropa[c]benzopyran-4-carboxylic acid